ClC=1C=NC(N(C1)[C@@H](CO)C1=CC=C(C=C1)Cl)CC 5-chloro-N-[(1R)-1-(4-chlorophenyl)-2-hydroxyethyl]-2-ethylpyrimidine